3-(3-chloro-2-methoxyanilino)-2-{3-[2-(dimethylamino)ethoxy]pyridin-4-yl}-1,5,6,7-tetrahydro-4H-pyrrolo[3,2-c]pyridin-4-one ClC=1C(=C(NC2=C(NC3=C2C(NCC3)=O)C3=C(C=NC=C3)OCCN(C)C)C=CC1)OC